FC=1C(=NC=CC1)Cl fluoro-chloropyridine